C12C(CC(C=C1)C2)CNC(=O)C=2C=C(C(=O)OC1=C(C(=C(C(=C1F)F)F)F)F)C=C(C2)C(NCC2C1C=CC(C2)C1)=O perfluorophenyl 3,5-bis((bicyclo[2.2.1]hept-5-en-2-ylmethyl) carbamoyl)benzoate